Ethylbrassylat C(C)OC(CCCCCCCCCCCC(=O)[O-])=O